1-methyl-4-(1-(3-fluoro-4-aminophenyl)piperidin-4-yl)piperazine CN1CCN(CC1)C1CCN(CC1)C1=CC(=C(C=C1)N)F